dibenzo[d,d']benzo[1,2-b:5,4-b']dithiophene C1=CC=CC2=C1C1=C(S2)C=C2SC3=C(C2=C1)C=CC=C3